OC(CC)CCCC 3-hydroxyheptane